IC=1C=NN2C1N=CC(=C2)N2CCN(CC2)C(=O)OC(C)(C)C tert-butyl 4-(3-iodopyrazolo[1,5-a]pyrimidin-6-yl)piperazine-1-carboxylate